C(CCC)C1(CS(C2=C(N(C1)C1=CC=CC=C1)C=C(C(=C2)OCC(C(=O)OC)O)SC)(=O)=O)CCCC methyl 3-((3,3-dibutyl-7-(methylthio)-1,1-dioxido-5-phenyl-2,3,4,5-tetrahydro-1,5-benzothiazepin-8-yl)oxy)-2-hydroxypropanoate